The molecule is a disaccharide consisting of L-threo-hex-4-enopyranuronose and 2-(sulfoamino)-D-glucopyranose residues joined in sequence by a (1->4) glycosidic bond. It derives from a 4,5-dehydro-D-glucuronic acid. C([C@@H]1[C@H]([C@@H]([C@H](C(O1)O)NS(=O)(=O)O)O)OC2[C@@H]([C@H](C(=C(O2)C(=O)O)O)O)O)O